(E)-3-methyl-4-(2,6,6-trimethylcyclohex-2-en-1-yl)but-3-en C/C(/CC)=C\C1C(=CCCC1(C)C)C